2,4,6-trifluorobenzamid FC1=C(C(=O)N)C(=CC(=C1)F)F